CN1N=CC(=C1)N1N=CC=2C=NC(=CC21)OC2C=1C=CC(=CC1CCC2)C#N 5-((1-(1-Methyl-1H-pyrazol-4-yl)-1H-pyrazolo[4,3-c]pyridin-6-yl)oxy)-5,6,7,8-tetrahydronaphthalene-2-carbonitrile